C(C)(C)(C)C1=CC(=C(C=C1Cl)C=1NC2=CC=NC(=C2C(C1)=O)C=1N=C(SC1C)C)C 2-(4-tert-butyl-5-chloro-2-methyl-phenyl)-5-(2,5-dimethylthiazol-4-yl)-1H-1,6-naphthyridin-4-one